NC1CCN(CC1)C1=C(C=NC2=CC=C(C=C12)C=1C(=C(C#N)C=CC1)O)C1=CC(=CC(=C1)F)F 3-(4-(4-aminopiperidin-1-yl)-3-(3,5-difluorophenyl)quinolin-6-yl)-2-hydroxybenzonitrile